tetrabutoxytitanium (IV) C(CCC)O[Ti](OCCCC)(OCCCC)OCCCC